COC=1C(OC(=CC1N[C@H]1[C@@H](CCC1)OC)C(=O)NC=1SC(=NN1)N1N=CC=C1C)=O 3-methoxy-4-(((1R,2R)-2-methoxycyclopentyl)amino)-N-(5-(5-methyl-1H-pyrazol-1-yl)-1,3,4-thiadiazol-2-yl)-2-oxo-2H-pyran-6-carboxamide